N(CCC1=CNC=N1)CC(C(=O)[O-])=O histamine-pyruvate